cis-N-(4-chloro-3-(cis-2-cyanocyclobutyl)phenyl)-3-methyl-6-azabicyclo[3.1.1]heptane-6-carboxamide ClC1=C(C=C(C=C1)NC(=O)N1C2CC(CC1C2)C)[C@H]2[C@H](CC2)C#N